FC[C@H](CN(CC[C@@H](C(=O)O)NC(CC1=NC=NC=C1)=O)CCCCC1=NC=2NCCCC2C=C1)OC (S)-4-(((S)-3-fluoro-2-methoxypropyl)(4-(5,6,7,8-tetrahydro-1,8-naphthyridin-2-yl)butyl)amino)-2-(2-(pyrimidin-4-yl)acetamido)butanoic acid